Methyl (2R)-2-(4-fluorophenyl)-2-methyl-1H,2H,3H-pyrrolo[2,3-b]pyridine-5-carboxylate FC1=CC=C(C=C1)[C@]1(CC=2C(=NC=C(C2)C(=O)OC)N1)C